ClC=1C(=C2C=CNC2=C(C1)C)CC1C(CN(CC1)C)C1=CC=C(C(=O)O)C=C1 4-(4-((5-chloro-7-methyl-1H-indol-4-yl)methyl)-1-methylpiperidin-3-yl)benzoic acid